C1(=C(C=CC=C1)CC(=O)N1CC2=C(CC1)SC(=C2)C2=NOC(=N2)C(F)(F)F)C 2-(o-tolyl)-1-(2-(5-(trifluoromethyl)-1,2,4-oxadiazol-3-yl)-6,7-dihydrothieno[3,2-c]pyridin-5(4H)-yl)ethan-1-one